1-isopropyl-3-(methoxymethyl)-N-(5-(piperazin-1-yl)pyridin-2-yl)-4,5-dihydro-1H-pyrazolo[4,3-H]quinazolin-8-amine C(C)(C)N1N=C(C=2CCC=3C=NC(=NC3C21)NC2=NC=C(C=C2)N2CCNCC2)COC